2-(1-(ethanesulfonyl)-3-(4-(2-((1-(2-methoxyethyl)-1H-pyrazol-4-yl)amino)-[1,2,4]triazolo[1,5-a]pyridin-5-yl)-1H-pyrazol-1-yl)azetidin-3-yl)acetonitrile C(C)S(=O)(=O)N1CC(C1)(N1N=CC(=C1)C1=CC=CC=2N1N=C(N2)NC=2C=NN(C2)CCOC)CC#N